IC1=CN(C2=NC=C(C=C21)[N+](=O)[O-])C 3-iodo-1-methyl-5-nitro-1H-pyrrolo[2,3-b]pyridine